N-(2-carbamoyl-4-cyano-6-methyl-phenyl)-2-(2,2-difluoroethyl)-5-[[5-[4-(trifluoromethyl)phenyl]tetrazol-2-yl]methyl]pyrazole-3-carboxamide C(N)(=O)C1=C(C(=CC(=C1)C#N)C)NC(=O)C=1N(N=C(C1)CN1N=C(N=N1)C1=CC=C(C=C1)C(F)(F)F)CC(F)F